[Rh].N1=C(C=CC=C1)C1=NC=CC=C1C1=NC=CC=C1 terpyridine rhodium